3-(10,11-dihydro-5H-dibenzo[a,d]cycloheptene-5-ylidene)-N,N-dimethyl-1-propanamine C1=CC=CC=2C(C3=C(CCC21)C=CC=C3)=CCCN(C)C